N-(3-(((7-(1H-Pyrazol-4-yl)-2,3-dihydrofuro[3,2-c]pyridin-4-yl)amino)methyl)phenyl)-1-methyl-1H-indazol-4-carboxamid N1N=CC(=C1)C=1C2=C(C(=NC1)NCC=1C=C(C=CC1)NC(=O)C=1C=3C=NN(C3C=CC1)C)CCO2